N-(1-((trans)-4-(2-((tert-butyldiphenylsilyl)oxy)ethyl)cyclohexyl)-1H-pyrazol-4-yl)-5-(2,4-difluoro-5-methylphenyl)imidazo[1,2-a]pyrazin-8-amine [Si](C1=CC=CC=C1)(C1=CC=CC=C1)(C(C)(C)C)OCC[C@@H]1CC[C@H](CC1)N1N=CC(=C1)NC=1C=2N(C(=CN1)C1=C(C=C(C(=C1)C)F)F)C=CN2